FC(C(F)(F)F)(F)OC(C(F)(F)F)F tetrafluoroethyl pentafluoroethyl ether